COC1=CC(=C(C=C1OC)CCCCCCCCCCCCO)C 12-(4,5-dimethoxy-2-methylphenyl)dodecane-1-ol